Octadecenethiol C(=CCCCCCCCCCCCCCCCC)S